COC(C(=O)N1CC2(CC2)C[C@H]1C(=O)N[C@@H](C[C@H]1C(NCC1)=O)C(COC(F)(F)F)=O)OC (S)-5-(2,2-dimethoxyacetyl)-N-((S)-3-oxo-1-((S)-2-oxopyrrolidin-3-yl)-4-(trifluoromethoxy)butan-2-yl)-5-azaspiro[2.4]heptane-6-carboxamide